NC1=NC=CC(=C1C#CC(C)(N1CCOCC1)C)OC1=C(C=C(C=C1)NC(=O)C=1C(N(C(N(N1)C)=O)C1=CC=C(C=C1)F)=O)F N-(4-(2-amino-3-(3-methyl-3-morpholinobut-1-ynyl)pyridin-4-yloxy)-3-fluorophenyl)-4-(4-fluorophenyl)-2-methyl-3,5-dioxo-2,3,4,5-tetrahydro-1,2,4-triazine-6-carboxamide